N[C@@H](CC(=O)O)C(=O)O.N1[C@@H](C[C@@H](O)C1)C(=O)O.C[SiH2]O Methylsilanol-Hydroxyproline Aspartate